5-(Azetidin-3-yloxy)-N-methylpyridine-2-carboxamide N1CC(C1)OC=1C=CC(=NC1)C(=O)NC